ClC1=C(C=C(C=C1)CN)F (4-chloro-3-fluorophenyl)methanamine